1-((1-(methylthio)ethyl)sulfonyl)-2-(5-(p-tolyl)-1H-imidazol-2-yl)piperidine CSC(C)S(=O)(=O)N1C(CCCC1)C=1NC(=CN1)C1=CC=C(C=C1)C